2-((5-(2-(9H-carbazol-9-yl)ethyl)-1,3,4-oxadiazol-2-yl)thio)-N-(p-tolyl)acetamide C1=CC=CC=2C3=CC=CC=C3N(C12)CCC1=NN=C(O1)SCC(=O)NC1=CC=C(C=C1)C